2-(3,5-difluoroanilino)-5-methyl-thiazole-4-carboxylic acid FC=1C=C(NC=2SC(=C(N2)C(=O)O)C)C=C(C1)F